The molecule is an N-alkylpyrrolidine that consists of N-methylpyrrolidine bearing a pyridin-3-yl substituent at position 2. It is a N-alkylpyrrolidine, a pyridine alkaloid and a pyrrolidine alkaloid. CN1CCCC1C2=CN=CC=C2